1-[(3S)-4-(3-chloro-4-fluoro-phenyl)-3-methyl-piperazin-1-yl]-4-(6-methyl-2-pyridyl)butane-1,4-dione ClC=1C=C(C=CC1F)N1[C@H](CN(CC1)C(CCC(=O)C1=NC(=CC=C1)C)=O)C